C(C)OC(=O)C=1N=NC=CC1 Pyridazine-3-Carboxylic acid ethyl ester